C(C)(C)(C)C=1C=C(C=2NC3=CC=C(C=C3C2C1)C(C)(C)C)C=1C=CC=2NC3=CC=C(C=C3C2C1)C1=CC(=CC=2C3=CC(=CC=C3NC12)C(C)(C)C)C(C)(C)C 3,6-bis(3,6-di-t-butylcarbazolyl)carbazol